1,7-Dihydroxy-3-methoxyxanthone OC1=CC(=CC=2OC3=CC=C(C=C3C(C12)=O)O)OC